(1RS,2SR)-5'-Bromo-4'-methoxy-2-methyl-1',2'-dihydrospiro[cyclopropane-1,3'-pyrrolo[2,3-b]pyridine] BrC=1C(=C2C(=NC1)NC[C@]21[C@H](C1)C)OC |r|